2,4-dihexylphenol C(CCCCC)C1=C(C=CC(=C1)CCCCCC)O